C(C)C(C(=O)N)(C)C ethyl-2-methylpropanamide